ethyl 2-(5-(cyclopropylmethyl)-2-(trifluoromethoxy)phenyl)acetate C1(CC1)CC=1C=CC(=C(C1)CC(=O)OCC)OC(F)(F)F